C12CN(CC(CC1)N2)C=2C=1N(N=CC2)C=C(C1)C=1C=NN(C1)C(F)(F)F 4-(3,8-diazabicyclo[3.2.1]octan-3-yl)-6-(1-(trifluoromethyl)-1H-pyrazol-4-yl)pyrrolo[1,2-b]pyridazine